FC1(CCCC1)CN1N=CC(=C1)C=1C=C(C(=NC1C=1C=C2C(=NC1)N(C=N2)C)C#N)C 5-(1-((1-Fluorocyclopentyl)methyl)-1H-pyrazol-4-yl)-3-methyl-6-(3-methyl-3H-imidazo[4,5-b]-pyridin-6-yl)picolinonitril